NC1=C(C=C(C=C1)Cl)C=1N=CN(C(C1)=O)[C@H]1CCC[C@H](C(NC=2C=NN(C2C=2C=CN=C1C2)C)=O)C (9R,13S)-13-[4-(2-amino-5-chlorophenyl)-6-oxo-1,6-dihydropyrimidin-1-yl]-3,9-dimethyl-3,4,7,15-tetraazatricyclo[12.3.1.02,6]Octadec-1(18),2(6),4,14,16-pentaen-8-one